Methyl-2-((4-methyl-6-(trifluoromethoxy)pyridin-3-yl)amino)-9-(tetrahydro-2H-pyran-4-yl)-7,9-dihydro-8H-purin-8-one CN1C(N(C2=NC(=NC=C12)NC=1C=NC(=CC1C)OC(F)(F)F)C1CCOCC1)=O